5-(6-chloro-5-fluoro-1H-indole-2-carbonyl)-6-methyl-N-[(2R)-1,1,1-trifluoropropan-2-yl]-4H,5H,6H,7H-pyrazolo[1,5-a]pyrazine-3-carboxamide ClC1=C(C=C2C=C(NC2=C1)C(=O)N1CC=2N(CC1C)N=CC2C(=O)N[C@@H](C(F)(F)F)C)F